tert-butyl (3S,4R)-4-amino-3-hydroxypiperidine-1-carboxylate N[C@H]1[C@H](CN(CC1)C(=O)OC(C)(C)C)O